1-(3,5-difluorophenyl)ethoxyl-3-(5-(1-methylpiperidin-4-yl)-1,4,5,6-tetrahydropyrrolo[3,4-d]imidazol-2-yl)-1H-indazole FC=1C=C(C=C(C1)F)C(ON1N=C(C2=CC=CC=C12)C1=NC2=C(N1)CN(C2)C2CCN(CC2)C)C